N=1C=C(N2C1C=CC=C2)C(=O)N2CC1=C(CC2)C(=CS1)C(=O)NC1=CC(=C(C=C1)OC1CN(CC1)C)C(F)(F)F.[Br].[Ti] titanium bromine 6-(imidazo[1,2-a]pyridine-3-carbonyl)-N-(4-((1-methylpyrrolidin-3-yl)oxy)-3-(trifluoromethyl)phenyl)-4,5,6,7-tetrahydrothieno[2,3-c]pyridine-3-carboxamide